N(=C=S)C1=CC(=NC=N1)NC(OC(C)(C)C)=O tert-butyl (6-isothiocyanatopyrimidin-4-yl)carbamate